C(C)N1N=CC=C1C(=O)N[C@H](C(=O)NC1=C(C=C(C=C1)[C@@H]([C@H](C(=O)O)NC(CC)=O)C)F)C1CCC(CC1)C (2R,3S)-3-(4-((S)-2-(1-ethyl-1H-pyrazole-5-carboxamido)-2-((1r,4S)-4-methylcyclohexyl)acetamido)-3-fluorophenyl)-2-propionamidobutanoic acid